NC1=NC=C(C2=C1C(=NN2[C@@H]2CN(CC2)C(C=C)=O)OCC2=C(C(=CC(=C2F)OC)OC)F)C=2N=CN(C2)C (S)-1-(3-(4-amino-3-((2,6-difluoro-3,5-dimethoxybenzyl)oxy)-7-(1-methyl-1H-imidazol-4-yl)-1H-pyrazolo[4,3-c]pyridin-1-yl)pyrrolidin-1-yl)prop-2-en-1-one